CC=1NC2=C(C=CC(=C2C1C)N1CC(CC1)NS(=O)(=O)C=C)C(=O)N 2,3-dimethyl-4-(3-(vinylsulfonylamino)pyrrolidin-1-yl)-1H-indole-7-carboxamide